2-fluoro-N-(5-fluoro-2-methyl-3-(6-(4-(2-(piperazin-1-yl)ethoxy)phenyl)-7H-pyrrolo[2,3-d]pyrimidin-4-yl)phenyl)-4-(2-hydroxypropan-2-yl)benzamide TFA salt OC(=O)C(F)(F)F.FC1=C(C(=O)NC2=C(C(=CC(=C2)F)C=2C3=C(N=CN2)NC(=C3)C3=CC=C(C=C3)OCCN3CCNCC3)C)C=CC(=C1)C(C)(C)O